5-chloro-4-nitro-1-(tetrahydro-2H-pyran-4-yl)-1H-pyrazole ClC1=C(C=NN1C1CCOCC1)[N+](=O)[O-]